4-(3-((2-((3-fluoro-1-(1-methylpiperidin-4-yl)-1H-pyrazol-4-yl)amino)-5-(trifluoromethyl)pyrimidin-4-yl)amino)propyl)-1,4-oxazepan-3-one FC1=NN(C=C1NC1=NC=C(C(=N1)NCCCN1C(COCCC1)=O)C(F)(F)F)C1CCN(CC1)C